3-(3-(2-phenoxyphenyl)acryloyl)thiazolidin-2-one O(C1=CC=CC=C1)C1=C(C=CC=C1)C=CC(=O)N1C(SCC1)=O